4-t-butylcyclohexane-1,2-dicarboxylic acid calcium salt [Ca+2].C(C)(C)(C)C1CC(C(CC1)C(=O)[O-])C(=O)[O-]